N1C(=CC=C1)C=1OC=NN1 2-(1H-pyrrol-2-yl)-1,3,4-oxadiazole